6-(4-fluorophenyl)-7-oxo-2,3-dihydro-1H-indolizine-8-carboxamide FC1=CC=C(C=C1)C1=CN2CCCC2=C(C1=O)C(=O)N